1-Benzyl-3-hydroxy-4-{[(tetrahydrofuran-2-ylmethyl)amino]methyl}pyridin C(C1=CC=CC=C1)N1CC(=C(C=C1)CNCC1OCCC1)O